3-((5-(tert-butyl)-8-hydroxyquinolin-7-yl)(butyramido)-methyl)-N-(5-(2-(2,6-dioxopiperidin-3-yl)-1-oxoisoindolin-4-yl)pent-4-yn-1-yl)benzamide C(C)(C)(C)C1=C2C=CC=NC2=C(C(=C1)C(C=1C=C(C(=O)NCCCC#CC2=C3CN(C(C3=CC=C2)=O)C2C(NC(CC2)=O)=O)C=CC1)NC(CCC)=O)O